cis-octahydroindole-2-carboxylic acid N1C(CC2CCCCC12)C(=O)O